C(C)N1SC(N(C1=O)CC1=CC=C(C=C1)C(F)(F)F)=O 2-Ethyl-4-(4-(trifluoromethyl)benzyl)-1,2,4-thiadiazolidine-3,5-dione